(2S)-2-amino-N-(5-cyano-2-fluoro-4-(1-oxo-1-((2,2,2-trifluoroethyl)amino)propan-2-yl)phenyl)-3,3-dicyclopropylpropanamide N[C@H](C(=O)NC1=C(C=C(C(=C1)C#N)C(C(NCC(F)(F)F)=O)C)F)C(C1CC1)C1CC1